BrC=1C(=NN(C1C=1C=C(C=2N(C1)N=CN2)C)COCC[Si](C)(C)C)C(=O)OC methyl 4-bromo-5-(8-methyl-[1,2,4]triazolo[1,5-a]pyridin-6-yl)-1-((2-(trimethylsilyl)ethoxy)methyl)-1H-pyrazole-3-carboxylate